2-isopropyl-pyridin-3-amine C(C)(C)C1=NC=CC=C1N